tert-Butyl N-tert-butoxycarbonyl-N-(2-chloro-4-nitro-phenyl)carbamate C(C)(C)(C)OC(=O)N(C(OC(C)(C)C)=O)C1=C(C=C(C=C1)[N+](=O)[O-])Cl